ClC=1C=C(C(=O)NC2=C3C(N(C=NC3=CC=C2C)CC2=C(C=CC=C2)OC(F)(F)F)=O)C=C(C1O)Cl 3,5-dichloro-4-hydroxy-N-(6-methyl-4-oxo-3-(2-(trifluoromethoxy)benzyl)-3,4-dihydroquinazolin-5-yl)benzamide